3-chloro-4-[3-[(dimethylamino)methyl]-3-(fluoromethyl)pyrrolidin-1-yl]-2,6-difluoro-N-(6-fluoro-2-pyridyl)benzenesulfonamide ClC=1C(=C(C(=CC1N1CC(CC1)(CF)CN(C)C)F)S(=O)(=O)NC1=NC(=CC=C1)F)F